FC(C1=CSC2=C1N=C(N=C2OC)OC)F 7-(difluoromethyl)-2,4-dimethoxythieno[3,2-d]Pyrimidine